(5R)-5-Ethyl-3-[5-[(3,3,7-trimethyl-2H-benzofuran-4-yl)oxy]pyrazin-2-yl]imidazolidin-2,4-dion C(C)[C@@H]1C(N(C(N1)=O)C1=NC=C(N=C1)OC1=CC=C(C2=C1C(CO2)(C)C)C)=O